FC(C1=NOC(=C1)CCN)F 2-(3-(difluoromethyl)isoxazol-5-yl)ethan-1-amine